(2S,5R)-2-[(5-chloro-2-cyclopropoxyphenyl)methyl]-5-isopropyl-3,6-dimethoxy-2,5-dihydropyrazine ClC=1C=CC(=C(C1)C[C@@H]1N=C([C@H](N=C1OC)C(C)C)OC)OC1CC1